Tert-Butyl 3-[2-benzyloxy-1-[[5-[4-(trifluoromethyl)phenyl]naphthalene-2-carbonyl]amino]ethyl]azetidine-1-carboxylate C(C1=CC=CC=C1)OCC(NC(=O)C1=CC2=CC=CC(=C2C=C1)C1=CC=C(C=C1)C(F)(F)F)C1CN(C1)C(=O)OC(C)(C)C